C(C1=CC=CC=C1)=C1CCN2C1=NC=1C(=CC(=CC1C2=O)F)C(C)NC=2C(=NC(=CC2)Cl)C(=O)OC methyl 3-((1-(3-benzylidene-7-fluoro-9-oxo-1,2,3,9-tetrahydropyrrolo[2,1-b]quinazolin-5-yl) ethyl) amino)-6-chloropicolinate